BrC1=CC=C(C(=C1)C1=C(C=CC=C1)Cl)C(=O)N1CC2(CN(C2)C(C=C)=O)CC1 1-(6-(5-bromo-2'-chloro-[1,1'-biphenyl]-2-carbonyl)-2,6-diazaspiro[3.4]octan-2-yl)prop-2-en-1-one